NC1=NC=C(C2=C1C=NN2)NC(C(N2[C@H](CC[C@@H](C2)C)C=2C=CC1=C(N=C(S1)C1CCN(CC1)C)C2)=O)=O N-(4-amino-1H-pyrazolo[4,3-c]pyridin-7-yl)-2-oxo-2-[(2R,5S)-5-methyl-2-[2-(1-methyl-4-piperidyl)-1,3-benzothiazol-5-yl]-1-piperidyl]acetamide